FC1=CC=C(C=C1)C=1C=C(C=NC1)O 5-(4-fluorophenyl)pyridin-3-ol